4-(2-benzyloxy-1,1-difluoro-ethyl)piperidine C(C1=CC=CC=C1)OCC(F)(F)C1CCNCC1